N-(3-((3,4-Dihydro-2H-pyrimido[1,2-c]quinazolin-10-yl)oxy)-2-fluorophenyl)propane-1-sulfonamide N=1CCCN2C=NC=3C=CC(=CC3C21)OC=2C(=C(C=CC2)NS(=O)(=O)CCC)F